COC=C1CC2(C1)CCN(CC2)C(=O)OC(C)(C)C tert-butyl 2-(methoxymethylene)-7-azaspiro[3.5]nonane-7-carboxylate